N[C@]1(CN(CC1)C1=C(C(=C(C=C1)F)C(F)(F)F)CN1C2=NC=NC(=C2N=C1)N)C(=O)NCC=1C(=NC=CC1)O (R)-3-amino-1-(2-((6-amino-9H-purin-9-yl)methyl)-4-fluoro-3-(trifluoromethyl)phenyl)-N-((2-hydroxypyridin-3-yl)methyl)pyrrolidine-3-carboxamide